[N+](=O)([O-])C1=CC=C(C=C1)[C@@H]1[C@@H](C1)C(=O)O (1R,2S)-2-(4-Nitrophenyl)cyclopropane-1-carboxylic acid